N-[(3R)-1-(4-{[(1S)-1-(2,5-difluorophenyl)ethyl]amino}-2-methylpyrido[3,4-d]pyrimidin-6-yl)pyrrolidin-3-yl]acetamide FC1=C(C=C(C=C1)F)[C@H](C)NC=1C2=C(N=C(N1)C)C=NC(=C2)N2C[C@@H](CC2)NC(C)=O